tert-butyl (S)-(1-(2,2-dimethyl-4,6-dioxo-1,3-dioxan-5-yl)-1-oxo-3-phenylpropan-2-yl)carbamate CC1(OC(C(C(O1)=O)C([C@H](CC1=CC=CC=C1)NC(OC(C)(C)C)=O)=O)=O)C